N-[(7S)-1-(((methyl)ethyl)carbonyloxy)-2,3,10-trimethoxy-9-oxo-5,6,7,9-tetrahydrobenzo[a]heptalen-7-yl]acetamide CCCC(=O)OC1=C(C(=CC2=C1C1=CC=C(C(C=C1[C@H](CC2)NC(C)=O)=O)OC)OC)OC